N-benzyl-α,α-diphenyl-4-pyridinemethanol chloride [Cl-].C(C1=CC=CC=C1)N1CC=C(C=C1)C(O)(C1=CC=CC=C1)C1=CC=CC=C1